2-chloro-ethylphosphonic acid ClCCP(O)(O)=O